di(4-(dimethyl-chlorosilyl)phenyl)dimethylsilane C[Si](C1=CC=C(C=C1)[Si](C)(C)C1=CC=C(C=C1)[Si](C)(C)Cl)(Cl)C